3,4-dihydroxycaffeoyl-tartaric acid OC1(C=C(/C=C/C(=O)C(C(=O)O)(O)C(O)C(=O)O)C=CC1(O)O)O